COC1=NC=NC(=C1C=1N=CC2=C(N1)NC(C=C2)=O)OC 2-(4,6-dimethoxypyrimidin-5-yl)-8H-pyrido[2,3-d]pyrimidin-7-one